5-(2,5-dimethylphenylsulfonamido)-2-methylnaphtho[1,2-b]furan-3-carboxylic acid pentyl ester C(CCCC)OC(=O)C=1C2=C(OC1C)C1=CC=CC=C1C(=C2)NS(=O)(=O)C2=C(C=CC(=C2)C)C